ClC=1C=CC=C2C=CN(C(C12)=O)C1=NNC(=C1)OC 8-chloro-2-(5-methoxy-1H-pyrazol-3-yl)isoquinolin-1(2H)-one